2,3-dihydrospiro[chromene-4,1'-cyclopropane]-2'-formic acid ethyl ester C(C)OC(=O)C1C2(C1)CCOC1=CC=CC=C12